C(C(C)C)N1C(CCC1)=O N-isobutyl-gamma-butyrolactam